CN1C2CN(C(C1)CC2)CCC(=C)C2=CC=CC=C2 1-(5-methyl-2,5-diazabicyclo[2.2.2]octane-2-yl)-3-phenylbut-3-ene